ClC1=CC=C(C=C1)C=1N(C(NC1)=O)C[C@@H](C(F)(F)F)O 4-(4-chlorophenyl)-2-oxo-3-((S)-3,3,3-trifluoro-2-hydroxypropyl)-2,3-dihydro-1H-imidazol